(2S)-10-((5-Chloro-2-(2-(hydroxymethyl)-3-methylpyrrolidin-1-yl)pyrimidin-4-yl)amino)-2-cyclopropyl-3,3-difluoro-7-methyl-1,2,3,4-tetrahydro-[1,4]oxazepino[2,3-c]chinolin-6(7H)-on ClC=1C(=NC(=NC1)N1C(C(CC1)C)CO)NC1=CC=2C3=C(C(N(C2C=C1)C)=O)OCC([C@@H](N3)C3CC3)(F)F